C(C)(C)(C)OC(=O)C1=CC=NC=C1 4-pyridinecarboxylic acid tert-butyl ester